NC(C(=O)NC)CC1=CC(=CC(=C1)F)Br 2-amino-3-(3-bromo-5-fluorophenyl)-N-methylpropanamide